FC=1C=2C=3N(C(=NC2C=CC1)NC=1C(N=CC=CC1)=O)N=C(N3)C=3C=NN(C3)C (3R)-3-{[10-fluoro-2-(1-methyl-1H-pyrazol-4-yl)[1,2,4]triazolo[1,5-c]quinazolin-5-yl]amino}azepin-2-one